FC=1C=C(C(=O)NC2=C(C=CC=C2C)OC)C=CC1NC1=NC=C(C(=N1)C=1C(=NC=CC1)F)SC 3-fluoro-4-[4-(2-fluoro-pyridin-3-yl)-5-methylsulfanyl-pyrimidin-2-ylamino]-N-(2-methoxy-6-methyl-phenyl)-benzamide